(Z)-1-(4-amino-2-fluorobut-2-en-1-yl)-4-(3-(pyrrolidin-1-ylsulfonyl)phenyl)-1H-Benzo[d]imidazole-6-carboxylic acid hydrochloride Cl.NC\C=C(\CN1C=NC2=C1C=C(C=C2C2=CC(=CC=C2)S(=O)(=O)N2CCCC2)C(=O)O)/F